((3,5-dimethyl-4-((5-isopropyl-6-oxo-1,6-dihydropyridazin-3-yl)methyl)phenoxy)methyl)phosphoric acid CC=1C=C(OCOP(O)(O)=O)C=C(C1CC1=NNC(C(=C1)C(C)C)=O)C